NC1=CC2=C(NS(C2)(=O)=O)C=C1 5-amino-1,3-dihydrobenzo[c]isothiazole 2,2-dioxide